mono-boc(Boc-2-aminopyridine) C(=O)(OC(C)(C)C)C1=C(C(=NC=C1)N)C(=O)OC(C)(C)C